O1C=C(C=C1)C1=CC=2N=C(N=C(C2N=C1)N1CCOCC1)NN 4-(7-(furan-3-yl)-2-hydrazinylpyrido[3,2-d]pyrimidin-4-yl)morpholine